4-formyl-2-methoxyphenyl-2-methylpropanoate C(=O)C1=CC(=C(C=C1)OC(C(C)C)=O)OC